ONC(C(CCN1CCC(=CC1)C1=CC=C(C=C1)C#CCN1CCOCC1)(S(=O)(=O)C)C)=O N-hydroxy-2-methyl-2-(methylsulfonyl)-4-(4-(4-(3-morpholinoprop-1-yn-1-yl)phenyl)-3,6-dihydropyridin-1(2H)-yl)butanamide